FC=1C=C(C=CC1F)CNC(C1=CC=C(S1)C1=C(C(=NC(=C1C(N)=O)CC(C)C)CCC1=CC=C(C=C1)F)C=1OC(=NN1)C(F)(F)F)=O N-(3,4-difluorophenyl)methyl-5-{5-carbamoyl-2-[2-(p-fluorophenyl)ethyl]-6-isobutyl-3-[5-(trifluoromethyl)-1,3,4-oxadiazol-2-yl]-4-pyridyl}-2-thenamide